4,4,5,5-tetramethyl-2-(4-nitrobicyclo[4.2.0]octa-1(6),2,4-trien-2-yl)-1,3,2-dioxaborolane CC1(OB(OC1(C)C)C=1C=2CCC2C=C(C1)[N+](=O)[O-])C